CC1(CC1)OC=1C=C2C(=NNC2=CC1)C1=CC(=NC=N1)N1CC(OCC1)CCN1CCNCC1 4-[6-[5-(1-methylcyclopropoxy)-1H-indazol-3-yl]pyrimidin-4-yl]-2-(2-piperazin-1-ylethyl)morpholine